ClC1=CC=C(C=N1)NC1=NC(=CC=C1[N+](=O)[O-])C N-(6-Chloropyridin-3-yl)-6-methyl-3-nitropyridin-2-amine